difurfuryl-1,4-butylenediamine C(C1=CC=CO1)NCCCCNCC1=CC=CO1